The molecule is a derivative of L-serine having a 3-O-D-galactosyl-N-acetyl-beta-D-galactosaminyl moiety attached to the side-chain oxygen. It is an O-glycosyl-L-serine and a non-proteinogenic L-alpha-amino acid. It is a tautomer of an O-(3-O-D-galactosyl-N-acetyl-beta-D-galactosaminyl)-L-serine zwitterion. CC(=O)N[C@@H]1[C@H]([C@H]([C@H](O[C@H]1OC[C@@H](C(=O)O)N)CO)O)OC2[C@@H]([C@H]([C@H]([C@H](O2)CO)O)O)O